C(C1=CC=CC=C1)OC(=O)N[C@H](C(=O)OC)C=C Methyl (S)-2-(((benzyloxy)carbonyl)amino)but-3-enoate